methyl 3-(4-dodecylphenyl)-3-oxopropanoate C(CCCCCCCCCCC)C1=CC=C(C=C1)C(CC(=O)OC)=O